OC12C(C(=O)NC1=O)C=CC=C2 o-hydroxyphthalimide